(R)-2-(3,5-dimethoxyphenyl)propionic acid COC=1C=C(C=C(C1)OC)[C@H](C(=O)O)C